ClC=1C=C(C=C(C1N[C@@H](CSC1=CC=C(C=C1)F)CCN1CC(C1)OC1CC1)F)S(=O)(=O)NC(=O)[C@@]1(OCCCC1)C (R)-N-((3-CHLORO-4-(((R)-4-(3-CYCLOPROPOXYAZETIDIN-1-YL)-1-((4-FLUOROPHENYL)THIO)BUTAN-2-YL)AMINO)-5-FLUOROPHENYL)SULFONYL)-2-METHYLTETRAHYDRO-2H-PYRAN-2-CARBOXAMIDE